3-amino-N-(2-methylpropyl)propionyl-amine hydrochloride Cl.NCCC(=O)NCC(C)C